Benzenedimethanol C1=CC=C(C(=C1)CO)CO